4-[(4-amino-3-methylphenyl)-(4-imino-3-methylcyclohexa-2,5-dien-1-ylidene)methyl]-2-methylaniline hydrochloride salt Cl.NC1=C(C=C(C=C1)C(C1=CC(=C(N)C=C1)C)=C1C=C(C(C=C1)=N)C)C